2-(3-{(1R)-1-[(6-bromo-2-methylpyrido[3,4-d]pyrimidin-4-yl) amino] ethyl}-2-fluorophenyl)-2,2-difluoroethyl triflate O(S(=O)(=O)C(F)(F)F)CC(F)(F)C1=C(C(=CC=C1)[C@@H](C)NC=1C2=C(N=C(N1)C)C=NC(=C2)Br)F